6-cyclopropaneamido-4-({4-[5-(dimethylcarbamoyl)pyrazin-2-yl]-3-methoxypyridin-2-yl}amino)-N-(2H3)methylpyridazine-3-carboxamide titanium-boron iron [Fe].[B].[Ti].C1(CC1)C(=O)NC1=CC(=C(N=N1)C(=O)NC([2H])([2H])[2H])NC1=NC=CC(=C1OC)C1=NC=C(N=C1)C(N(C)C)=O